Cl.FC1(CNCCC1N1CCN(CC1)C1=C(C=C(NC2C(NC(CC2)=O)=O)C=C1)F)F 3-[4-[4-(3,3-difluoro-4-piperidyl)piperazin-1-yl]-3-fluoro-anilino]piperidine-2,6-dione HCl